OC(CCCCCC=CC(=O)O)C(CCCCC(CCC)O)O 9,10,15-trihydroxyoctadecenoic acid